4-(4-fluoro-3-methyl-phenyl)sulfonylmorpholin FC1=C(C=C(C=C1)S(=O)(=O)N1CCOCC1)C